2-(1-Methylbutyl)-3-(2-hydroxyethyl)oxazolidin CC(CCC)C1OCCN1CCO